C(C)(C)(C)C=1C=C2C3=CC=CC4=C(C=CC(C=5C=C(C=C(C1)C25)C(C)(C)C)=C43)C(CCC(=O)OC)=O methyl 4-(8,11-di-tert-butylperylene-3-yl)-4-oxobutyrate